F[C@@H]1[C@@H]([C@H]2CN[C@@]1(C2)C)OC2=CC=C(N=N2)C2=C(C=C(C=C2)N2C=NC=C2)O 2-(6-(((1R,4R,5R,6S)-6-fluoro-1-methyl-2-azabicyclo[2.2.1]heptan-5-yl)oxy)pyridazin-3-yl)-5-(1H-imidazol-1-yl)phenol